NC1=NC=2C=CC(=CC2C2=C1SC=C2)C(=O)N2[C@H](COCC2)C2=CC=C(C=C2)C(F)(F)F (4-aminothieno[2,3-c]quinolin-8-yl)-[(3S)-3-[4-(trifluoromethyl)phenyl]morpholin-4-yl]methanone